O=C[C@H](O)[C@@H](O)[C@H](S)[C@H](O)CO 4-Thio-D-Glucose